[Fe-4](C#N)(C#N)(C#N)(C#N)(C#N)C#N.[K+].[Fe+2].[Co+2].[Ni+2] nickel cobalt iron potassium ferrocyanide